ClC1=C(C=CC=C1)[C@H]1CC[C@H](N1C(=O)C1=CC=C(C=C1)C1=C(C=CC=C1)OC)C(=O)[O-].[Na+] sodium (2S,5R)-5-(2-chlorophenyl)-1-(2'-methoxy-[1,1'-biphenyl]-4-carbonyl)pyrrolidine-2-carboxylate